(5-(1-methyl-4-(morpholinomethyl)-1H-pyrrolo[2,3-b]pyridin-6-yl)-1-oxoisoindolin-2-yl)piperidine-2,6-dione CN1C=CC=2C1=NC(=CC2CN2CCOCC2)C=2C=C1CN(C(C1=CC2)=O)N2C(CCCC2=O)=O